Potassium 1,3-dioxoisoindolin-2-ide O=C1[N-]C(C2=CC=CC=C12)=O.[K+]